4-[[5-Fluoro-4-(3-methyl-5-nitro-indol-1-yl)pyrimidin-2-yl]amino]pyrazol FC=1C(=NC(=NC1)NC=1C=NNC1)N1C=C(C2=CC(=CC=C12)[N+](=O)[O-])C